COC1=C(CC(C(=O)O)CC)C=C(C=C1)OC 2-(2,5-dimethoxybenzyl)butanoic acid